2-(3-Oxa-6-azabicyclo[3.1.1]heptan-6-yl)-N-(5-fluoro-6-methoxy-4-((1-(trifluoromethyl)-2-oxabicyclo[2.2.2]octan-4-yl)carbamoyl)pyridin-3-yl)-6-methoxybenzo[d]thiazole-7-carboxamide C12COCC(N1C=1SC3=C(N1)C=CC(=C3C(=O)NC=3C=NC(=C(C3C(NC31COC(CC3)(CC1)C(F)(F)F)=O)F)OC)OC)C2